rac-(1-trans-(2-fluorocyclopropyl)-2-oxo-1,2-dihydropyridin-3-yl)carbamic acid tert-butyl ester C(C)(C)(C)OC(NC=1C(N(C=CC1)C1C(C1)F)=O)=O